ClC1=C(C(=CC(=C1)NC(CC1=NC=C(C=C1)SCC)=O)Cl)C1=CC=C(C=C1)S(=O)(=O)C1CC1 N-(2,6-dichloro-4'-(cyclopropylsulfonyl)-[1,1'-biphenyl]-4-yl)-2-(5-(ethylsulfanyl)pyridin-2-yl)acetamide